C(C)NC(=O)C=1C=C(CNC(=O)C=2C=CC3=C(C2)COC2=CN=CC=C23)C=CC1 N-(3-(ethylcarbamoyl)benzyl)-6H-isochromeno[3,4-c]pyridine-8-carboxamide